methyl 4-(2-hydroxy-2-methylpropyl)-2-methoxybenzoate OC(CC1=CC(=C(C(=O)OC)C=C1)OC)(C)C